trans-3-(3-bromo-4,5-difluorophenyl)-2,2-dichloropropane-1-carboxylic acid BrC=1C=C(C=C(C1F)F)CC(CC(=O)O)(Cl)Cl